C(#CC#C)[C@H]1N(CCCC1)C(C1=CC(=C(C=C1)[N+](=O)[O-])OC)=O (2S)-2-(buta-1,3-diyn-1-yl)-1-(3-methoxy-4-nitrobenzoyl)piperidine